C(C)OC(C(C)=O)C 3-Ethoxybutanone